N-(3-aminocyclobutyl)-N-cyclopropyl-2-(4-(hexyloxy)phenyl)acetamide NC1CC(C1)N(C(CC1=CC=C(C=C1)OCCCCCC)=O)C1CC1